5-(4-(((5-(3-fluoropyridin-4-yl)thiazolo[5,4-b]pyridin-2-yl)oxy)methyl)piperidin-1-yl)-3-isopropyl-1,2,4-oxadiazole FC=1C=NC=CC1C1=CC=C2C(=N1)SC(=N2)OCC2CCN(CC2)C2=NC(=NO2)C(C)C